N-(4-((3,5-dimethyl-4-oxo-3,4-dihydroquinazolin-6-yl)oxy)-3,5-difluoropyridin-2-yl)-3-fluoropropane-1-sulfonamide CN1C=NC2=CC=C(C(=C2C1=O)C)OC1=C(C(=NC=C1F)NS(=O)(=O)CCCF)F